COC(C1=CC=C(C=C1)OC1=CC=CC=C1)=O 4-phenoxybenzoic acid methyl ester